(2S)-3-methyl-2-{methyl[7-(prop-2-enoyl)-5-oxa-2,7-diazaspiro[3.4]octan-2-yl]carbonylamino}butanoic acid CC([C@@H](C(=O)O)N(C(=O)N1CC2(C1)OCN(C2)C(C=C)=O)C)C